FC(C(=O)O)(F)F.C(#C)C1=C(C=CC2=CC=CC=C12)O ethynylnaphthalen-2-ol 2,2,2-trifluoroacetate